(5R)-3-((2-((R)-amino((1R,3S,5S)-bicyclo[3.1.0]hexan-3-yl)methyl)imidazo[1,2-b]pyridazin-6-yl)methyl)-5-(trifluoromethyl)piperidin-2-one N[C@@H](C=1N=C2N(N=C(C=C2)CC2C(NC[C@@H](C2)C(F)(F)F)=O)C1)C1C[C@H]2C[C@H]2C1